5-(ETHYLTHIO)FURAN-3-YLBORONIC ACID C(C)SC1=CC(=CO1)B(O)O